2-oxoethyl 6-((tert-butoxycarbonyl)amino)hexanoate C(C)(C)(C)OC(=O)NCCCCCC(=O)OCC=O